ClC=1C=C(C=CC1O)N1N=CN(C1=O)CC1=C(C=CC=C1F)F 2-(3-chloro-4-hydroxyphenyl)-4-(2,6-difluorobenzyl)-2,4-dihydro-3H-1,2,4-triazol-3-one